C(C)(=O)OCCC=CCCCCCCCCC=CCCCC 3,13-octadecadienyl acetate